C(C)(=O)OC1[C@H](OC(C)=O)[C@H](OC(C)=O)[C@H](O1)COC(C)=O D-Ribofuranose 1,2,3,5-tetraacetate